rac-2-thioxopyridin-1(2H)-yl (4bS,5R,6R,7S,7aR)-7a-(4-bromophenyl)-4b,5-dihydroxy-4-methoxy-7-phenyl-4b,6,7,7a-tetrahydro-5H-cyclopenta[4,5]furo[2,3-c]pyridine-6-carboxylate BrC1=CC=C(C=C1)[C@]12[C@](C3=C(C=NC=C3OC)O1)([C@@H]([C@@H]([C@H]2C2=CC=CC=C2)C(=O)ON2C(C=CC=C2)=S)O)O |r|